C(C1=CC=CC=C1)OC(=O)N1CCN(CC1)CC(C(=O)OC)(C)C 4-(3-methoxy-2,2-dimethyl-3-oxopropyl)piperazine-1-carboxylic acid benzyl ester